2,3-bis(trimethylgermyloxycarbonyl)-5-norbornene C[Ge](OC(=O)C1C2C=CC(C1C(=O)O[Ge](C)(C)C)C2)(C)C